benzyl 1-isopropyl-6,6-dimethyl-7-oxo-1,4,6,7-tetrahydrospiro[indazole-5,4'-piperidine]-1'-carboxylate C(C)(C)N1N=CC=2CC3(CCN(CC3)C(=O)OCC3=CC=CC=C3)C(C(C12)=O)(C)C